S1C(=CC=2C=NC=CC21)C2=CNC=1N=C(N=CC12)NCC1(CC1)C(F)(F)F 5-(thieno[3,2-c]pyridin-2-yl)-N-((1-(trifluoromethyl)cyclopropyl)methyl)-7H-pyrrolo[2,3-d]pyrimidin-2-amine